(1-{(S)-2-[(S)-3-Isobutyl-2-oxo-1-piperazinyl]-3-methylbutyryl}-4-piperidyl)acetamide C(C(C)C)[C@H]1C(N(CCN1)[C@H](C(=O)N1CCC(CC1)CC(=O)N)C(C)C)=O